BrC=1C=CC2=C(N(C=N2)C2=CC(=C(C=C2)C2=CC=CC=C2)NS(=O)(=O)C)C1 N-(4-(6-bromo-1H-benzo[d]imidazol-1-yl)-[1,1'-biphenyl]-2-yl)methanesulfonamide